C(C1=CC=CC=C1)NC1CCCC12CCN(CC2)C(=O)OC(C)(C)C tert-butyl 1-(benzylamino)-8-azaspiro[4.5]decane-8-carboxylate